3-Chloro-N-(2-chloro-3-{(4S)-2-imino-4-methyl-1-[(2R*,4R*)-2-methyltetrahydropyran-4-yl]-6-oxo-hexahydropyrimidin-4-yl}phenyl)-2-fluorobenzamide hydrochloride Cl.ClC=1C(=C(C(=O)NC2=C(C(=CC=C2)[C@]2(NC(N(C(C2)=O)[C@H]2C[C@H](OCC2)C)=N)C)Cl)C=CC1)F |o1:21,23|